FC1CN(C1)C(C)C1=CC(=NC(=C1)C(F)(F)F)C(=O)NC1=CC(=CC=C1)C1(COC1)CC1=NN=CN1C 4-(1-(3-fluoroazetidin-1-yl)ethyl)-N-(3-(3-((4-methyl-4H-1,2,4-triazol-3-yl)methyl)oxetan-3-yl)phenyl)-6-(trifluoromethyl)picolinamide